3-(5-(3,4-dihydro-2H-pyran-5-yl)-6-methylpyridin-3-yl)-5-(trifluoromethyl)-1,2,4-oxadiazole O1CCCC(=C1)C=1C=C(C=NC1C)C1=NOC(=N1)C(F)(F)F